2-(5-fluoro-1-(2-fluorobenzyl)-1H-pyrazolo[3,4-b]pyridin-3-yl)-4-hydroxypyrimidine-5-carbonitrile FC=1C=C2C(=NC1)N(N=C2C2=NC=C(C(=N2)O)C#N)CC2=C(C=CC=C2)F